(2-(4-((5-isopropyl-6-oxo-1,6-dihydropyridin-3-yl)oxy)-3,5-dimethylphenyl)-3,5-dioxo-2,3,4,5-tetrahydro-1,2,4-triazin-6-yl)carbamate C(C)(C)C1=CC(=CNC1=O)OC1=C(C=C(C=C1C)N1N=C(C(NC1=O)=O)NC([O-])=O)C